D-glucuronic acid methyl ester COC([C@H]([C@H]([C@@H]([C@H](C=O)O)O)O)O)=O